N-(1-(4-fluorophenethyl)indolin-5-yl)cyclohexanesulfonamide FC1=CC=C(CCN2CCC3=CC(=CC=C23)NS(=O)(=O)C2CCCCC2)C=C1